hydroxy-2-((4-(4-methylthiazol-5-yl)benzyl)carbamoyl)pyrrolidin ON1C(CCC1)C(NCC1=CC=C(C=C1)C1=C(N=CS1)C)=O